CSCC(=O)N1CCN(CC1)C(=O)[C@H]1[C@@H](C1)C1=CC=CC=C1 2-(Methylthio)-1-(4-(trans-2-phenylcyclopropane-1-carbonyl)piperazin-1-yl)ethan-1-one